Ethyl-8-azido-5,6-dihydro-5-methyl-6-oxo-4H-imidazo-1,4-benzodiazepine-3-carboxylate C(C)OC(=O)N1C=NC2=C1CC(C=1C(N=C(C=NC12)N=[N+]=[N-])=O)C